FC1=NNC2=C(C(=CC=C12)\C=C(\C(=O)NC=1C(=NC=C(C1C)F)C)/F)F (Z)-3-(3,7-difluoro-1H-indazol-6-yl)-2-fluoro-N-(5-fluoro-2,4-dimethylpyridin-3-yl)acrylamide